FC=1C(=NC=C(C1)F)N\N=C/C=1C(=NC(=NC1Cl)Cl)Cl 3,5-difluoro-N-[(Z)-(2,4,6-trichloropyrimidin-5-yl)methyleneamino]pyridin-2-amine